piperidine-2,6-dione, formate salt C(=O)O.N1C(CCCC1=O)=O